S(=O)(=O)(O)CCC[Na] sulfopropyl-sodium